BrC=1C=C(C2=C(OCC(N2)=O)C1)[N+](=O)[O-] 7-Bromo-5-nitro-2H-benzo[b]-[1,4]oxazin-3(4H)-one